C(C)N1N=CC2=CC(=CC=C12)[C@@H]1NC[C@H](CC1)C |r| 1-Ethyl-5-[rac-(2R,5S)-5-methyl-2-piperidyl]indazole